N1(C=NC=C1)C1=NC(=NC=C1)C(=O)NC1CC(C1)C1=CC=CC=C1 4-(1H-imidazol-1-yl)-N-((1r,3r)-3-phenylcyclobutyl)pyrimidine-2-carboxamide